tert-Butyl (2S,5R)-4-benzyl-2-(4-fluorophenyl)-5-methyl-piperazine-1-carboxylate C(C1=CC=CC=C1)N1C[C@@H](N(C[C@H]1C)C(=O)OC(C)(C)C)C1=CC=C(C=C1)F